(3-methylpiperazin-1-yl)(2-(1-phenyl-1H-pyrazol-4-yl)thiazol-4-yl)methanone hydrochloride Cl.CC1CN(CCN1)C(=O)C=1N=C(SC1)C=1C=NN(C1)C1=CC=CC=C1